O1C(C1)COC(C=C(CCOCC1OC1)C)=O 3-methyl-5-(oxiran-2-ylmethoxy)pent-2-enoic acid oxiran-2-ylmethyl ester